C1(=CC=CC=C1)OC1=CC=CC=C1.[Se].[Se] di-selenium diphenyl oxide